C1(CC1)OC1=NC=CC=C1N1N=C(C(=C1C)[N+](=O)[O-])OCCCO 3-((1-(2-cyclopropoxypyridin-3-yl)-5-methyl-4-nitro-1H-pyrazol-3-yl)oxy)propan-1-ol